C1(=CC=CC=2SC3=C(C21)C=CC=C3)C3=C(C(=C(C(=C3C3=CC=CC=2SC1=C(C23)C=CC=C1)C1=CC=C(C=C1)N1C2=CC=CC=C2C=2C=C(C=CC12)C)C#N)C=1C=NC=CC1)C1=CC=C(C=C1)N1C2=CC=CC=C2C=2C=C(C=CC12)C 5',6'-bis(dibenzo[b,d]thiophen-1-yl)-4,4''-bis(3-methyl-9H-carbazol-9-yl)-3'-(pyridin-3-yl)-[1,1':4',1''-terphenyl]-2'-carbonitrile